C(C)OC(=O)C1=C(N=C(S1)NC1=NC(=CC(=N1)N(CC1=CC=CC=C1)C)N1CCN(CC1)C)C 4-methyl-2-[[4-[methyl-(benzyl)amino]-6-(4-methyl-1-piperazinyl)-2-pyrimidinyl]amino]-5-thiazolecarboxylic acid ethyl ester